[(1S,2S,3S,5R,11R,12S,15R,16S)-15-acetyl-9-chloro-2,16-dimethyl-6-oxo-15-pentacyclo[9.7.0.02,8.03,5.012,16]octadeca-7,9-dienyl]acetate C(C)(=O)[C@]1(CC[C@H]2[C@H]3C=C(C4=CC([C@@H]5C[C@@H]5[C@@]4([C@H]3CC[C@]12C)C)=O)Cl)CC(=O)[O-]